BrC=1C=C(C=C2C(NC3=CC=C(C=C23)I)=O)C=C(C1O)Br 3-(3,5-dibromo-4-hydroxylbenzylidene)-5-iodoindolin-2-one